CN1C(=NC2=C(C=C(C=C2C1=O)C)[C@H](C)NC1=C(C=CC=C1)S(=O)(=O)C)N1CCOCC1 (S)-3,6-dimethyl-8-(1-((2-(methylsulfonyl)phenyl)amino)ethyl)-2-morpholinoquinazolin-4(3H)-one